[Ni].[Sn] tin-nickel